Benz[a]anthracen-7,12-dion C1=CC=CC=2C1=C1C(C3=CC=CC=C3C(C1=CC2)=O)=O